C12COCC(CN(C1)C=1N(C(C3=C(N1)NC=C3C3=C(C1=CN(N=C1C=C3)C)Cl)=O)C)N2 2-(3-oxa-7,9-diaza-bicyclo[3.3.1]nonan-7-yl)-5-(4-chloro-2-methyl-2H-indazol-5-yl)-3-methyl-3,7-dihydro-4H-pyrrolo[2,3-d]pyrimidin-4-one